N,N-bis(2-acetoxyethyl)2-(2-acetoxyethoxycarbonyl)ethylamine C(C)(=O)OCCN(CCOC(C)=O)CCC(=O)OCCOC(C)=O